C(C)C1=C(C=NC=2OCCN(C21)C(=O)OC(C)(C)C)B2OC(C(O2)(C)C)(C)C tert-Butyl 8-ethyl-7-(4,4,5,5-tetramethyl-1,3,2-dioxaborolan-2-yl)-2,3-dihydropyrido[2,3-b][1,4]oxazine-1-carboxylate